FC1=C(C(=CC=C1)F)CN1C(N(N=C1)C1=CC=C(C=C1)OC1=CC(=NC=C1)NCC1CCOCC1)=O 4-[(2,6-difluorophenyl)methyl]-2-[4-({2-[(oxan-4-ylmethyl)amino]pyridin-4-yl}oxy)phenyl]-1,2,4-triazol-3-one